(4R,5S,7R,8R,9S,10R)-N,N-dibenzyl-8,10-bis(benzyloxy)-7-((benzyloxy)methyl)-9-(4-(3,4,5-trifluorophenyl)-1H-pyrazol-1-yl)-1,6-dioxaspiro[4.5]decan-4-amine C(C1=CC=CC=C1)N([C@@H]1CCO[C@]12O[C@@H]([C@@H]([C@@H]([C@H]2OCC2=CC=CC=C2)N2N=CC(=C2)C2=CC(=C(C(=C2)F)F)F)OCC2=CC=CC=C2)COCC2=CC=CC=C2)CC2=CC=CC=C2